Methyl 2-(5-bromo-2-methyl-thiazol-4-yl)acetate BrC1=C(N=C(S1)C)CC(=O)OC